NC1CC(C1)N(C=1C=C2N(CCC3=CC(=C(C=C23)OC)OC)C(N1)=O)C1=C(C=C(C=C1C)C)C 2-[(3-aminocyclobutyl)(2,4,6-trimethylphenyl)amino]-9,10-dimethoxy-6H,7H-pyrimido[4,3-a]isoquinolin-4-one